(E)-N-(2,6-dimethylphenyl)-2-hydroxyimino-2-(4-methoxy-2,6-dimethyl-phenyl)acetamide CC1=C(C(=CC=C1)C)NC(/C(/C1=C(C=C(C=C1C)OC)C)=N/O)=O